ClC=1C(=C(C=CC1F)[C@@H](NC(=O)N1[C@@H](C(NCC1)=O)C)C1=CN=C(S1)OCC(F)(F)F)F |o1:8| (2R)-N-((R or S)-(3-chloro-2,4-difluoro-phenyl)(2-(2,2,2-tri-fluoroethoxy)thiazol-5-yl)methyl)-2-methyl-3-oxopiperazine-1-carboxamide